CC12OCCC1C1(CCCC(C1CC2)(C)C)C dodecahydro-3a,6,6,9a-tetramethylnaphtho[2,1-b]furane